ClC1CC2=CC3=CC=CC=C3C=C2CC1S(=O)(=O)C1=CC=CC=C1 2-chloro-3-(benzenesulfonyl)-1,2,3,4-tetrahydroanthracene